FC=1C=C(C=C(C1)F)[C@H](CCN1CCC(CC1)N(C(CC1=CC=C(C=C1)S(=O)(=O)C)=O)CC)C1CCN(CC1)S(=O)(=O)C N-[1-[(3R)-3-(3,5-difluorophenyl)-3-(1-methylsulfonylpiperidin-4-yl)propyl]piperidin-4-yl]-N-ethyl-2-(4-methylsulfonylphenyl)acetamide